FC([C@@H](C)OC(=O)NC1=C(N=NN1C)C1=CC=C(C(=N1)C)C#CC=1C(=NC=CC1)C(=O)O)(CC)F (R)-3-((6-(5-((((3,3-difluoropentan-2-yl)oxy)carbonyl)amino)-1-methyl-1H-1,2,3-triazol-4-yl)-2-methylpyridin-3-yl)ethynyl)picolinic acid